N-(2-methoxy-2-methylpropyl)benzamide COC(CNC(C1=CC=CC=C1)=O)(C)C